Octenylsuccinic acid CCCCCC/C=C/C(CC(=O)O)C(=O)O